C(#N)C[C@@H]1N(CCN(C1)C1=NC(=NC(=C1)C(NC1=CC(=CC2=CC=CC=C12)OC)=O)OCC=1N(N=CC1)C)C(=O)OCC1=CC=CC=C1 benzyl (2S)-2-(cyanomethyl)-4-[6-[(3-methoxy-1-naphthyl)carbamoyl]-2-[(2-methylpyrazol-3-yl)methoxy]pyrimidin-4-yl]piperazine-1-carboxylate